platinum-zirconium [Zr].[Pt]